CC1(CC=NO1)C 4,5-dihydro-5,5-dimethyl-isoxazole